C1(CC1)N1C(C=2N(CC1)C1=C(C2C2=C(C=C(C=C2)F)C)N=CC=C1)=O 8-cyclopropyl-10-(4-fluoro-2-methylphenyl)-7,8-dihydropyrido[2',3':4,5]pyrrolo[1,2-a]pyrazin-9(6H)-one